C1(CC1)C=1N=NN(C1)[C@H](C(=O)N1[C@@H](C[C@H](C1)O)C(=O)NCCC1=NC2=C(N1C)C=CC=C2F)C(C)(C)C (2S,4r)-1-[(2S)-2-(4-cyclopropyl-triazol-1-yl)-3,3-dimethyl-butyryl]-N-[2-(4-fluoro-1-methyl-benzoimidazol-2-yl)ethyl]-4-hydroxy-pyrrolidine-2-carboxamide